1,4-diphenylsulfanyl-2-butene C1(=CC=CC=C1)SCC=CCSC1=CC=CC=C1